1,1'-{(9-benzyl-1,5,9-triazacyclododecane-1,5-diyl)bis[methylene(2-hydroxy-5-methyl-3,1-phenylene)methyleneazanediyl]}di(ethane-1,2-diol) C(C1=CC=CC=C1)N1CCCN(CCCN(CCC1)CC=1C(=C(C=C(C1)C)CNC(CO)O)O)CC=1C(=C(C=C(C1)C)CNC(CO)O)O